1-palmitoylpropanediol C(CCCCCCCCCCCCCCC)(=O)C(CC)(O)O